FC(C(=O)O)(F)F.N1C=NC=2C(=NC=3C=CC=CC3C21)N 1H-imidazo[4,5-c]quinolin-4-amine trifluoroacetate